benzoimidazole-5-carboxylic acid (4-amino-butyl)-amide hydrochloride Cl.NCCCCNC(=O)C1=CC2=C(N=CN2)C=C1